N-(5,6-difluoro-1H-indol-3-yl)-1-[5-fluoro-6-[3-(trifluoromethyl)pyrrolidin-1-yl]pyridin-3-yl]-1,2,3-triazole-4-carboxamide FC=1C=C2C(=CNC2=CC1F)NC(=O)C=1N=NN(C1)C=1C=NC(=C(C1)F)N1CC(CC1)C(F)(F)F